NC1=C2C(=NC=N1)N(N=C2C2=CC=C(C=C2)OC2=CC=CC=C2)C2CCN(CC2)C2CN(C2)C2CC1(C2)CCN(CC1)C=1C=C2C(N(C(C2=CC1)=O)C1C(NC(CC1)=O)=O)=O 5-(2-(3-(4-(4-amino-3-(4-phenoxyphenyl)-1H-pyrazolo[3,4-d]pyrimidin-1-yl)piperidin-1-yl)azetidin-1-yl)-7-azaspiro[3.5]non-7-yl)-2-(2,6-dioxopiperidin-3-yl)isoindoline-1,3-dione